4-fluoro-2-(2-methoxyethoxy)benzoic acid FC1=CC(=C(C(=O)O)C=C1)OCCOC